[Si](C)(C)(C(C)(C)C)OC=1C(=C(C(=CC1)C)NC(=O)C1=CN=C(S1)NC1=NN(C=C1C)CC(=O)OCC)C ethyl 2-[3-[[5-[[3-[tert-butyl(dimethyl)silyl]oxy-2,6-dimethyl-phenyl]carbamoyl]thiazol-2-yl]amino]-4-methyl-pyrazol-1-yl]acetate